tert-butyl [2-nitro-4-(pyridin-3-yl)phenyl]carbamate [N+](=O)([O-])C1=C(C=CC(=C1)C=1C=NC=CC1)NC(OC(C)(C)C)=O